N1=CC=CC2=CC(=C(C=C12)N)N quinoline-6,7-diamine